Cl.N1=C(N=CC=C1)C1(CC1)NC(=O)[C@H]1CNCC[C@@H]1NC(=O)C=1OC(=CN1)C1=C(C=C(C=C1)F)F (3S,4S)-4-{[5-(2,4-Difluoro-phenyl)-oxazole-2-carbonyl]-amino}-piperidine-3-carboxylic Acid (1-pyrimidin-2-yl-cyclopropyl)-amide Hydrochloride